1'-Ethyl-spiro[cyclohexane-1,3'-indole]-2',4-dione C(C)N1C(C2(C3=CC=CC=C13)CCC(CC2)=O)=O